hydroxy-4-nitrobenzimidamide OC1=C(C(N)=N)C=CC(=C1)[N+](=O)[O-]